C(C)OC(C1=CC=CC=C1)=O benzoic acid Ethyl ester